4-[[3-[4-(difluoromethoxy)phenyl]imidazo[1,2-a]pyrazin-8-yl]amino]-N,2-dimethyl-N-(2-morpholin-4-ylethyl)benzamide FC(OC1=CC=C(C=C1)C1=CN=C2N1C=CN=C2NC2=CC(=C(C(=O)N(CCN1CCOCC1)C)C=C2)C)F